1-cyclobutyl-3-(5-(1-(4-ethylphenyl)-1H-pyrazol-4-yl)-1H-indol-3-yl)urea C1(CCC1)NC(=O)NC1=CNC2=CC=C(C=C12)C=1C=NN(C1)C1=CC=C(C=C1)CC